5-Bromo-6-ethoxypyrazolo[1,5-a]pyridin-6-ol BrC1=CC=2N(CC1(O)OCC)N=CC2